ClC=1C=C(C=CC1C)[C@]1(CN(CC1)C(=O)NC1=C(C=CC(=C1)OC)OC)C=1SC=CN1 (R)-3-(3-chloro-4-methylphenyl)-N-(2,5-dimethoxyphenyl)-3-(thiazol-2-yl)pyrrolidine-1-carboxamide